NC1=NC(N(C=C1F)[C@@H]1O[C@@]([C@H](C1)O)(CO)C(F)F)=O 4-amino-1-((2R,4S,5R)-5-(difluoromethyl)-4-hydroxy-5-(hydroxymethyl)tetrahydrofuran-2-yl)-5-fluoropyrimidin-2(1H)-one